C1(CC1)C1=CC(=C(C(=C1)C)C1=CC=C(N=N1)CNC1CCOCC1)OCOCC N-[[6-[4-cyclopropyl-2-(ethoxymethoxy)-6-methyl-phenyl]pyridazin-3-yl]methyl]tetrahydropyran-4-amine